5-(3-(1H-indol-3-yl)-1H-pyrazol-1-yl)-2-morpholino-benzo[d]oxazole N1C=C(C2=CC=CC=C12)C1=NN(C=C1)C=1C=CC2=C(N=C(O2)N2CCOCC2)C1